CCCCCCCCCCC Normal-undecane